(S)-3-(3-((4-chlorophenyl)amino)-4-((S)-1-ethoxy-2,2,2-trifluoroethyl)phenyl)-4-methoxybutanoic acid ClC1=CC=C(C=C1)NC=1C=C(C=CC1[C@@H](C(F)(F)F)OCC)[C@H](CC(=O)O)COC